ClC=1C(=C2C(=NC1C)CN(C2)C(CC2CN(C2)C=2C=NC=CC2)=O)C 1-(3-chloro-2,4-dimethyl-5,7-dihydro-6H-pyrrolo[3,4-b]pyridin-6-yl)-2-[1-(pyridin-3-yl)azetidin-3-yl]ethanone